5-(7-(8-ethylnaphthalen-1-yl)-2-((tetrahydro-1H-pyrrolizin-7a(5H)-yl)methoxy)-5,6,7,8-tetrahydropyrido[3,4-d]pyrimidin-4-yl)-4,5,6,7-tetrahydropyrazolo[1,5-a]pyrazine-3-sulfonamide C(C)C=1C=CC=C2C=CC=C(C12)N1CC=2N=C(N=C(C2CC1)N1CC=2N(CC1)N=CC2S(=O)(=O)N)OCC21CCCN1CCC2